N1=C(C(=NC2=CC=CC=C12)N)N quinoxalinediamine